COC1=C(C=CC=C1)N1NC=2C(=C(N(C(C2)=O)CC=2C=NC=CC2)C2=CC=C(C=C2)OC)C1=O 2-(2-methoxyphenyl)-4-(4-methoxyphenyl)-5-(pyridin-3-ylmethyl)-1H-pyrazolo[4,3-c]pyridine-3,6(2h,5h)-dione